FC1=C(C=C2C(=CN(C(C2=C1)=O)C=1C(=NNC1C(F)(F)F)C)C(C)C)B1OC(C(O1)(C)C)(C)C 7-fluoro-4-isopropyl-2-(3-methyl-5-(trifluoromethyl)-1H-pyrazol-4-yl)-6-(4,4,5,5-tetramethyl-1,3,2-dioxaborolan-2-yl)isoquinolin-1(2H)-one